BrC=1C=C(C=CC1)C=1N=C(SC1)NC([C@H](COC)NC(OC(C)(C)C)=O)=O (S)-tert-butyl (1-((4-(3-bromophenyl)thiazol-2-yl)amino)-3-methoxy-1-oxopropan-2-yl)carbamate